2-(tert-butyl) 8a-methyl (R,4E,7Z)-4,7-bis(hydroxymethylene)-6-oxo-4,6,7,8-tetrahydroisoquinoline-2,8a(1H,3H)-dicarboxylate O\C=C/1\CN(C[C@]2(C/C(/C(C=C12)=O)=C/O)C(=O)OC)C(=O)OC(C)(C)C